O1N=C(CC12CCCCC2)C[C@@H]2[C@@H]([C@H]([C@H]([C@H](O2)CO)O)N2N=NC(=C2)C2=CC(=C(C(=C2)F)Cl)F)OC (2R,3R,4S,5R,6R)-6-((1-Oxa-2-azaspiro[4.5]dec-2-en-3-yl)methyl)-4-(4-(4-chloro-3,5-difluorophenyl)-1H-1,2,3-triazol-1-yl)-2-(hydroxymethyl)-5-methoxytetrahydro-2H-pyran-3-ol